butanoic acid anion C(CCC)(=O)[O-]